1-(2-chloro-5-((2R,4R)-2-(2,5-difluorophenyl)-4-fluoropyrrolidin-1-yl)pyrazolo[1,5-a]pyrimidin-3-yl)-3-cyclopropylurea ClC1=NN2C(N=C(C=C2)N2[C@H](C[C@H](C2)F)C2=C(C=CC(=C2)F)F)=C1NC(=O)NC1CC1